BrC=1C=CC(=NC1)C(CN1[C@@H](CN(CC1)C(=O)OC(C)(C)C)CO)O tert-butyl (3S)-4-(2-(5-bromopyridin-2-yl)-2-hydroxyethyl)-3-(hydroxymethyl)piperazine-1-carboxylate